F[C@H]1CN(CC[C@H]1NC1=CC=CC=2N1N=C(C2C=C)C#CCNC2=C(C=C(C=C2)S(=O)(=O)C)OC)C(=O)OC methyl (3S,4R)-3-fluoro-4-((2-(3-((2-methoxy-4-(methylsulfonyl)phenyl)amino)prop-1-yn-1-yl)-3-vinylpyrazolo[1,5-a]pyridin-7-yl)amino)piperidine-1-carboxylate